4-methylenetetrahydro-2H-thiopyran 1,1-dioxide C=C1CCS(CC1)(=O)=O